2-morpholin-4-yl-2-oxo-acetic acid N1(CCOCC1)C(C(=O)O)=O